(6-bromo-8-iodoimidazo[1,2-a]pyridin-2-yl)[(3S,4S)-4-(3,4-dihydroisoquinolin-2(1H)-yl)-3-hydroxypiperidin-1-yl]methanone BrC=1C=C(C=2N(C1)C=C(N2)C(=O)N2C[C@@H]([C@H](CC2)N2CC1=CC=CC=C1CC2)O)I